C(C(=C)C)(=O)OC1CCCC2CCC=3C(=C12)C=CC=CC3 hexahydrocycloheptanaphthalenyl methacrylate